ethyl ((5-(1-cyclopropyl-6-fluoro-1H-benzo[d]imidazol-2-yl)pyridazin-3-yl)methyl)carbamate C1(CC1)N1C(=NC2=C1C=C(C=C2)F)C=2C=C(N=NC2)CNC(OCC)=O